OC(=O)C(F)(F)F.COC1=CC=2N(C=C1C(=O)NC=1C=NC(=NC1)N1CCNCC1)C=C(N2)C 7-methoxy-2-methyl-N-(2-(piperazin-1-yl)pyrimidin-5-yl)imidazo[1,2-a]pyridine-6-carboxamide TFA Salt